quinuclidine-4-carbaldehyde N12CCC(CC1)(CC2)C=O